2-bromo-5-iodo-butyl-thiophene 4-((((2S,3S)-4-bromo-5-chloro-6-fluoro-3-methyl-2-phenyl-2,3-dihydrobenzofuran-2-yl)methyl)amino)cyclohexane-1-carboxylate BrC1=C(C(=CC2=C1[C@@H]([C@](O2)(C2=CC=CC=C2)CNC2CCC(CC2)C(=O)O)C)F)Cl.BrC(CC=2SC(=CC2)I)CC